CC1=C(C(=CC=C1)C)C=1CCCC2=C(C1C1=CC=C(C=C1)C=C1CN(C1)CCCF)C=CC=C2 8-(2,6-Dimethylphenyl)-9-(4-((1-(3-fluoropropyl)azetidin-3-yliden)methyl)phenyl)-6,7-dihydro-5H-benzo[7]annulen